5-bromo-2,3-difluoronitrobenzene C1=C(C=C(C(=C1[N+](=O)[O-])F)F)Br